Cl.Cl.N(=NC(C(=N)NCCO)(C)C)C(C(=N)NCCO)(C)C azobis[N-(2-hydroxyethyl)-2-methylpropionamidine] dihydrochloride